N-(3-morpholinopropyl)-pyrazolo[1,5-a]pyridine-3-carboxamide O1CCN(CC1)CCCNC(=O)C=1C=NN2C1C=CC=C2